5-amino-N-(cyclobutylmethyl)-N-(2-(trifluoromethyl)-6,7-dihydro-5H-cyclopenta[b]pyridin-5-yl)benzo[c][2,6]naphthyridin-9-carboxamide NC1=NC2=C(C3=CN=CC=C13)C=C(C=C2)C(=O)N(C2CCC1=NC(=CC=C12)C(F)(F)F)CC1CCC1